CO\N=C(\C(=O)OC)/C1=C(C(=CC=C1)C)CO/N=C(\C)/C=1SC(=CN1)C(F)(F)F methyl (2E)-2-methoxyimino-2-[3-methyl-2-[[(E)-1-[5-(trifluoromethyl)thiazol-2-yl]ethylideneamino]oxymethyl]phenyl]acetate